ClC1=C(C(=CC=2C(N3[C@@H](COC21)CN(CC3)C(C=C)=O)=O)C)C3=C(C=CC=C3O)F (12AR)-10-chloro-9-(2-fluoro-6-hydroxyphenyl)-8-methyl-2-(prop-2-enoyl)-1,2,3,4,12,12a-hexahydro-6H-pyrazino[2,1-c][1,4]benzooxazepin-6-one